1-bromo-3-[1-(bromomethyl)cyclopropyl]benzene BrC1=CC(=CC=C1)C1(CC1)CBr